1-(4-(benzyloxy)-5-fluoro-6-methylpyridin-2-yl)ethan-1-one C(C1=CC=CC=C1)OC1=CC(=NC(=C1F)C)C(C)=O